CC(C(=O)OCC(COC(C(=C)C)=O)(CC)COCC=C)=C 2-((allyloxy)methyl)-2-ethylpropane-1,3-diyl bis(2-methylacrylate)